FC1=C(N=C(C2=C1N=C(N=C2)S(=O)(=O)C)N2[C@H](CCC2)C(=O)N)C2=CC(=CC1=CC=C(C(=C21)C#C[Si](C(C)C)(C(C)C)C(C)C)F)OCOC (R)-1-(8-fluoro-7-(7-fluoro-3-(methoxymethoxy)-8-((triisopropyl-silyl)ethynyl)naphthalen-1-yl)-2-(methylsulfonyl)pyrido[4,3-d]pyrimidin-5-yl)pyrrolidine-2-carboxamide